CC1CCC(CC1)\N=C\1/OC(C(=C1CC(=O)OCC)CC1=CC2=CC=CC=C2C=C1)=O Ethyl (Z)-2-(2-((4-methylcyclohexyl)imino)-4-(naphthalen-2-yl methyl)-5-oxo-2,5-dihydrofuran-3-yl)acetate